3-(3-chloro-4-fluorophenyl)-1-(1(S)-(1-oxo-1,2-dihydroisoquinolin-4-yl)ethyl)-1-(((S)-tetrahydrofuran-3-yl)methyl)urea ClC=1C=C(C=CC1F)NC(N(C[C@H]1COCC1)[C@@H](C)C1=CNC(C2=CC=CC=C12)=O)=O